1-benzyl-N-(3-chloro-2-fluoro-5-(1-methyl-1H-pyrazol-4-yl)phenyl)-1H-1,2,4-triazole-3-carboxamide C(C1=CC=CC=C1)N1N=C(N=C1)C(=O)NC1=C(C(=CC(=C1)C=1C=NN(C1)C)Cl)F